C1(CC1)NC(=O)C=1C=CC(=C(C1)C=1C=NN(C1)C1=CN=C2N1C=C(C=C2)C(=O)N(C)C)C 3-{4-[5-(cyclopropylcarbamoyl)-2-methylphenyl]-1H-pyrazol-1-yl}-N,N-dimethylimidazo[1,2-a]pyridine-6-carboxamide